C1(CCCCC1)P(C1=C(C(=CC=C1C)C)C1=CC=CC=C1)C1CCCCC1 2-(dicyclohexylphosphino)-3,6-dimethylbiphenyl